(S)-3-(4-bromophenyl)-2-(dimethylamino)acrylamide BrC1=CC=C(C=C1)C=C(C(=O)N)N(C)C